ClC=1C(=NC=CC1)N1N=C(C=C1C(=O)NC=1C(=CC=2N(C1C(=O)NCCC1=C(N=CS1)C)N=CC2)C)OC 6-(1-(3-Chloropyridin-2-yl)-3-methoxy-1H-pyrazol-5-carboxamido)-5-methyl-N-(2-(4-methylthiazol-5-yl)ethyl)pyrazolo[1,5-a]pyridin-7-carboxamid